BrC=1N=C(C=2N(C1)C=CN2)NC2=CC(=C(C=C2)N2CCN(CC2)C2COC2)OCCOC2OCCCC2 6-Bromo-N-(4-(4-(oxetan-3-yl)piperazin-1-yl)-3-(2-((tetrahydro-2H-pyran-2-yl)oxy)ethoxy)phenyl)imidazo[1,2-a]pyrazin-8-amine